3-(4-fluorophenyl)-4-{6-iodofuro[2,3-d]pyrimidin-4-yl}-1H-pyrazole FC1=CC=C(C=C1)C1=NNC=C1C=1C2=C(N=CN1)OC(=C2)I